rac-(4-amino-7-fluoroimidazo[1,5-a]quinoxalin-8-yl)((4aS,9bS)-7-(difluoromethoxy)-8-fluoro-3,4,4a,9b-tetrahydrobenzofuro[3,2-b]pyridin-1(2H)-yl)methanone NC=1C=2N(C3=CC(=C(C=C3N1)F)C(=O)N1[C@@H]3[C@H](CCC1)OC1=C3C=C(C(=C1)OC(F)F)F)C=NC2 |r|